O-(mesyl)hydroxylamine S(=O)(=O)(C)ON